C1=CSC=2C=NC=3C=CC=CC3C21 Thieno[2,3-c]Quinoline